6-trifluoroacetamido-caproamide FC(C(=O)NCCCCCC(=O)N)(F)F